ClC1=C(C(C2=C(NC(=N2)C2=CC=CC=C2)C1=O)=O)N[C@@H]1C(NCCC1)=O (S)-6-chloro-5-((2-oxopiperidin-3-yl)amino)-2-phenyl-1H-benzo[d]imidazole-4,7-dione